1-isoPropyl-4-piperidinamine C(C)(C)N1CCC(CC1)N